C(CCCCCCC\C=C/CCCCCCCC)(=O)OCC(COC(CCCCCCC\C=C/CCCCCCCC)=O)(COC(CCCCCCC\C=C/CCCCCCCC)=O)NC(CC[N+](CC(=O)[O-])(C)C)=O.C(C)OC1=C(C(=C(OCSC=2SC=CN2)C(=C1F)F)F)F 2-(((4-ethoxy-2,3,5,6-tetrafluorophenoxy)methyl)thio)thiazole 2-((3-((1,3-bis(oleoyloxy)-2-((oleoyloxy)methyl)propan-2-yl)amino)-3-oxopropyl)dimethylammonio)acetate